N1(C2=C(OCCC1)N=C1C(=C2)C=CN1)C1=C(C(=O)NS(=O)(=O)C2=CC(=C(C=C2)OC[C@@H]2OC[C@H](OC2)C)[N+](=O)[O-])C=CC=C1 2-(3,4-dihydro-2H-pyrrolo[3',2':5,6]pyrido[2,3-b][1,4]oxazepin-1(7H)-yl)-N-((4-(((2R,5R)-5-methyl-1,4-dioxan-2-yl)methoxy)-3-nitrophenyl)sulfonyl)benzamide